C(C)(C)(C)OC(=O)N[C@H](C(=O)O)C(C1=CC=C(C=C1)F)C1=CC=C(C=C1)F (2S)-2-(tert-butoxycarbonylamino)-3,3-bis(4-fluorophenyl)propanoic acid